NC=1C=CC(=C(C1)S(=O)(=O)N)C=1C=NN(C1C)C1=CC=CC=C1 5-amino-2-(5-methyl-1-phenyl-1H-pyrazol-4-yl)benzenesulfonamide